methyl 2-(2,5-dihydroxyphenyl)-3-(methylamino)pent-2-enoate OC1=C(C=C(C=C1)O)C(C(=O)OC)=C(CC)NC